CC1(C2=CC=CC=C2C=2C=CC(=CC12)NC1=CC=CC=2C3(C4=CC=CC=C4C12)C1=CC=CC=C1C=1C=CC=CC13)C N-(9,9-dimethyl-9H-fluoren-2-yl)-9,9'-spirobi[fluoren]-4-amine